FC1=C(C(=CC=C1)F)C1=NCCNC2=C1C=C(C=C2)I 5-(2,6-difluorophenyl)-7-iodo-1,3-dihydro-1,4-benzodiazepine